ClC1=C(OCC=2C=C(C=CC2OC)/C=C/C(=O)C2=CC=C(C=C2)O)C=CC=C1 (E)-3-[3-[(2-Chlorophenoxy)methyl]-4-methoxyphenyl]-1-(4-hydroxyphenyl)prop-2-en-1-one